ClC1=C(C=C(C(=O)O)C=C1)OC(F)F 4-Chloro-3-(difluoromethoxy)benzoic acid